C(C)(C)(C)C1N(CCN(C1)C1=CC2=C(N=C(N=C2)S(=O)(=O)C)NC1=O)C(=O)OCCC1=CC(OC)=C(O)C=C1 vanillyl-methanol tert-butyl-4-(2-(methylsulfonyl)-7-oxo-7,8-dihydropyrido[2,3-d]pyrimidin-6-yl)piperazine-1-carboxylate